NC1=NC=C(C=C1C(=O)NC)Br 2-amino-5-bromo-N-methyl-pyridine-3-carboxamide